Calcium hydrogencarbonate C(O)([O-])=O.[Ca+2].C(O)([O-])=O